3-[(3S)-2-(2,2-dimethylpropionyl)-1,2-oxazolidin-3-yl]-4-fluorobenzonitrile CC(C(=O)N1OCC[C@H]1C=1C=C(C#N)C=CC1F)(C)C